C1(CC1)N1C=C(C(C2=CC(=C(C=C12)N1C[C@@H](CC1)CO)F)=O)CN([C@@H]1CN(CCC1)C1=NC=CN=C1)CC1=CC(=NC=C1)C 1-cyclopropyl-6-fluoro-7-[(3R)-3-(hydroxymethyl)pyrrolidin-1-yl]-3-({[(2-methylpyridin-4-yl)methyl][(3S)-1-(pyrazin-2-yl)piperidin-3-yl]amino}methyl)-1,4-dihydroquinolin-4-one